COC=1C=NC=CC1C1C[C@H]2CC[C@@H](C1)N2C(=O)OC(C)(C)C tert-butyl (1R,5S)-3-(3-methoxypyridin-4-yl)-8-azabicyclo[3.2.1]octane-8-carboxylate